COC([C@@H](NC([C@@H](NC(=O)OC(C)(C)C)CC(C)C)=O)C[C@H]1C(NCC1)=O)=O N-(tert-butoxycarbonyl)-L-leucyl-3-[(3S)-2-oxopyrrolidin-3-yl]-L-alanine methyl ester